COC1=CC=C(C=C1)C=1CCN(CC1)C(=O)OC(C)(C)C tert-Butyl 4-(4-methoxyphenyl)-3,6-dihydropyridine-1(2H)-carboxylate